4-nitrophenyl {[6-(2-chloro-5-fluorophenyl)-2-methyl-8-oxo-7,8-dihydro-6H-pyrrolo[4,3-g]indazol-5-yl] amino}carboxylate ClC1=C(C=C(C=C1)F)C1NC(C2=C1C(=CC1=CN(N=C21)C)NC(=O)OC2=CC=C(C=C2)[N+](=O)[O-])=O